(R)-N-((3-(3-fluoro-4-morpholinophenyl)-2-oxooxazolidin-5-yl)methyl)-4-(trifluoromethyl)benzenesulfonamide FC=1C=C(C=CC1N1CCOCC1)N1C(O[C@H](C1)CNS(=O)(=O)C1=CC=C(C=C1)C(F)(F)F)=O